COC1=C(C=CC=C1)N1CCN(CC1)C(=O)C1=CC=C(C=C1)S(=O)(=O)N1N=C(N=C1)C1=CC=NC=C1 (4-(2-methoxyphenyl)piperazin-1-yl)(4-((3-(pyridin-4-yl)-1H-1,2,4-triazol-1-yl)sulfonyl)phenyl)methanone